ClC=1C(=CN(C(C1)=O)C1CCOCC1)C(=O)OC methyl 4-chloro-6-oxo-1-(tetrahydro-2H-pyran-4-yl)-1,6-dihydropyridine-3-carboxylate